(14Z)-N,N-dimethylnonadec-14-en-10-amine CN(C(CCCCCCCCC)CCC\C=C/CCCC)C